(1r,4r)-N1-(8-chloro-7-methylquinolin-2-yl)cyclohexane-1,4-diamine ClC=1C(=CC=C2C=CC(=NC12)NC1CCC(CC1)N)C